3-phenoxyphenethyl 4-methylbenzenesulfonate CC1=CC=C(C=C1)S(=O)(=O)OCCC1=CC(=CC=C1)OC1=CC=CC=C1